ClC1=CC2=C(C=N1)N=C(S2)C(=O)NC2(CCS(CC2)(=O)=O)C 6-chloro-N-(4-methyl-1,1-dioxidotetrahydro-2H-thiopyran-4-yl)thiazolo[4,5-c]pyridine-2-carboxamide